[I].[I].[I].CS(=O)C1=NC=CC(=N1)C(=O)N[C@H](C)C1=CC=CC2=CC=CC=C12 2-methylsulfinyl-N-[(1R)-1-(1-naphthyl)ethyl]pyrimidine-4-carboxamide Triiodine